C(C(C)C)OCOCC1(COC1)CC isobutoxymethyl(3-ethyl-3-oxetanylmethyl) ether